C(C)(C)(C)OC(=O)N[C@H]([C@H](C#N)NC1=C(C=C(C=C1)C1=CC=C(C=C1)CN1CCOCC1)C(=O)OC)CC1=CNC2=CC=CC=C12 |&1:9| Methyl 4-(((1RS,2S)-2-((tert-butoxycarbonyl)amino)-1-cyano-3-(1H-indol-3-yl)propyl)amino)-4'-(morpholinomethyl)-[1,1'-biphenyl]-3-carboxylate